COC(C1=C(C=C(C(=C1)F)C1=CC=CC=2CN(COC21)C(C2=C(C=C(C=C2Cl)C=2C=NN(C2)C)Cl)=O)N(C2(COC2)C)C)=O 4-[3-[2,6-Dichloro-4-(1-methylpyrazol-4-yl)benzoyl]-2,4-dihydro-1,3-benzoxazin-8-yl]-5-fluoro-2-[methyl-(3-methyloxetan-3-yl)amino]benzoic acid methyl ester